5-(difluoro(methoxy)methyl)pyridin ethyl-2-(5-oxo-3-(trifluoromethyl)-3b,4,4a,5-tetrahydro-1H-cyclopropa[3,4]cyclopenta[1,2-c]pyrazol-1-yl)acetate C(C)OC(CN1N=C(C2=C1C(C1C2C1)=O)C(F)(F)F)=O.FC(C=1C=CC=NC1)(OC)F